FC(C1CCC(CC1)N)(F)F (1r,4r)-4-(trifluoromethyl)cyclohexylamine